tert-Butyl 4-(4-(((2-(2,6-dioxopiperidin-3-yl)-1,3-dioxoisoindolin-4-yl)amino)methyl)-5-ethynyl-1H-pyrazol-1-yl)piperidine-1-carboxylate O=C1NC(CCC1N1C(C2=CC=CC(=C2C1=O)NCC=1C=NN(C1C#C)C1CCN(CC1)C(=O)OC(C)(C)C)=O)=O